Ethyl-Vinyl Acetate C(C)(=O)OC=CCC